(3-((3-((tert-butyl(dimethyl)silyl)oxymethyl)phenoxy)methyl)-5-methoxy-phenyl)methyl methanesulfonate CS(=O)(=O)OCC1=CC(=CC(=C1)OC)COC1=CC(=CC=C1)CO[Si](C)(C)C(C)(C)C